N1(CCC2=CC=CC=C12)C(=O)N indoline-carboxamide